5-methyl-1-(3-methyl-2-oxa-tricyclo[3.3.1.13,7]dec-1-ylmethyl)-1H-pyrrole-2-carbonitrile CC1=CC=C(N1CC12OC3(CC(CC(C1)C3)C2)C)C#N